N-methyl-3-aminopyrazole CN1N=C(C=C1)N